Cl.FC(CNC)(C)C (2-fluoro-2-methylpropyl)(methyl)amine hydrochloride